ClC1=C(C(=C(C=C1F)[C@H]1C[C@@H](C(C=2C=C(C=C(C12)C#N)F)=O)F)C)C#N (6S,8R)-8-(4-chloro-3-cyano-5-fluoro-2-methylphenyl)-3,6-difluoro-5-oxo-7,8-dihydro-6H-naphthalene-1-carbonitrile